CC1(OC=2C=C(C(=C(C2C2=C1C=CC(=C2)C)O)C2OCC2)CCCCC)C 6,6,9-trimethyl-2-(oxetan-2-yl)-3-pentyl-6H-benzo[c]chromen-1-ol